(3R,8S*)-tert-Butyl 8,11,11-trifluoro-8-(hydroxymethyl)-3-methyl-3,4,8,9,10,11-hexahydro-1H-pyrido[4',3':3,4]pyrazolo[1,5-a]azepine-2(7H)-carboxylate F[C@]1(CCC(C=2N(C1)N=C1C2CN([C@@H](C1)C)C(=O)OC(C)(C)C)(F)F)CO |o1:1|